C(C)(C)(C)OC(=O)N1CCC2(C[C@@H](C[C@H]2NS(=O)(=O)C(C)(C)C)F)CC1 (1R,3s)-1-((R)-1,1-dimethylethylsulfonamido)-3-fluoro-8-azaspiro[4.5]decane-8-carboxylic acid tert-butyl ester